titanium(III) methoxide C[O-].[Ti+3].C[O-].C[O-]